O=C1NC=2N(C3=CC=C(C=C13)S(=O)(=O)N)CCN2 5-oxo-1,2,4,5-tetrahydroimidazo[1,2-a]quinazoline-7-sulfonamide